N-acetylpiperidine C(C)(=O)N1CCCCC1